3-methyl-N-[2-oxo-2-(2,2,2-trifluoroethylamino)ethyl]-5-[(5R or S)-5-[3-chloro-2-fluoro-5-(trifluoromethyl)phenyl]-5-(trifluoromethyl)-4H-isoxazol-3-yl]thiophene-2-carboxamide CC1=C(SC(=C1)C1=NO[C@@](C1)(C(F)(F)F)C1=C(C(=CC(=C1)C(F)(F)F)Cl)F)C(=O)NCC(NCC(F)(F)F)=O |o1:9|